FC(OC1=CC=C(C=N1)C1=CN=CC(=N1)C(=O)N/N=C/C1=C(C=CC(=C1)N(C)C)F)F (E)-6-(6-(difluoromethoxy)pyridin-3-yl)-N'-(5-(dimethylamino)-2-fluorobenzylidene)pyrazine-2-carbohydrazide